N(N)C1=NC=C(CN[C@H](C)C(=O)N2[C@@H](CCC2)B(O)O)C=C1 ((R)-1-((6-hydrazinonicotinyl)-D-alanyl)pyrrolidin-2-yl)boronic acid